ClC1=C(C=CC=C1)[C@H]1[C@H](CN(C1)CC(F)(F)F)C(=O)N1CCC2(CN(C2)C(C=C)=O)CC1 1-(7-((3R,4R)-4-(2-chlorophenyl)-1-(2,2,2-trifluoroethyl)pyrrolidine-3-carbonyl)-2,7-diazaspiro[3.5]nonan-2-yl)prop-2-en-1-one